CC=1C=C(C=CC1)N1C(N(C(NC1=O)=O)C1=CC(=C(C=C1)OC1=CC=CC=C1)S(=O)(=O)C)=O 1-(3-methylphenyl)-3-[3-(methylsulfonyl)-4-phenoxyphenyl]-1,3,5-triazinane-2,4,6-trione